The molecule is an O-acyl carbohydrate that is beta-D-glucose bearing a trans-4-coumaroyl substituent at position 4. It has a role as a metabolite. It is an O-acyl carbohydrate, a member of phenols and a cinnamate ester. It derives from a trans-4-coumaric acid and a beta-D-glucose. C1=CC(=CC=C1/C=C/C(=O)O[C@H]2[C@@H]([C@H](O[C@H]([C@@H]2O)O)CO)O)O